7-(6-chloro-5-methylpyridin-3-yl)-4,7-diazaspiro[2.5]octane-4-carboxylic acid tert-butyl ester C(C)(C)(C)OC(=O)N1C2(CC2)CN(CC1)C=1C=NC(=C(C1)C)Cl